C1=CC2=C3C(=CC=C4C3=C1C5=C6C4=CC=C7C6=C(C=C5)C(=O)OC7=O)C(=O)OC2=O 3,4,9,10-peryleneTetracarboxylic dianhydride